[Cl-].[Cl-].C1=C(C=CC2=CC=CC=C12)C(=[Zr+2](C1=C(C(=CC=2C3=CC(=C(C=C3CC12)C1=CC=CC=C1)C(C)(C)C)C(C)(C)C)C1=CC=CC=C1)C1C=CC=C1)C1=CC2=CC=CC=C2C=C1 di(2-naphthyl)methylene(cyclopentadienyl)(2,7-diphenyl-3,6-ditert-butylfluorenyl)zirconium dichloride